CN1C=NC=C1C1=NC(=CC(=N1)C(=O)NC1=CC(=NC=C1)C(F)(F)F)OCC1CCOCC1 2-(1-methyl-1H-imidazol-5-yl)-6-((tetrahydro-2H-pyran-4-yl)methoxy)-N-(2-(trifluoromethyl)pyridin-4-yl)pyrimidine-4-carboxamide